CN(CCOC1=CC=C(C=C1)NC1=NC=2C3=C(C=CC2C=N1)N=NN3C(C)C)C N-(4-(2-(Dimethylamino)ethoxy)phenyl)-1-isopropyl-1H-[1,2,3]triazolo[4,5-h]quinazolin-8-amine